FC1=NN(C2=CC=C(C=C12)C(C=1C=CC(=NC1)N1CCC(CC1)C=O)=CC1CC(OC(C1)(C)C)(C)C)C1CCOCC1 1-(5-((3-fluoro-1-(tetrahydro-2H-pyran-4-yl)-1H-indazol-5-yl)(2,2,6,6-tetramethyltetrahydro-4H-pyran-4-ylmethylene)methyl)pyridin-2-yl)piperidine-4-carbaldehyde